tert-butyl (4-allyl-2,5-dimethoxyphenethyl)carbamate C(C=C)C1=CC(=C(CCNC(OC(C)(C)C)=O)C=C1OC)OC